C1(C2=CC=C(C(=O)OCCC(CCCO1)C)C=C2)=O propylene-diethylene terephthalate